2-[6-[2-(1-aminocyclopropyl)morpholin-4-yl]pyridazin-3-yl]-3,5-dimethyl-phenol NC1(CC1)C1CN(CCO1)C1=CC=C(N=N1)C1=C(C=C(C=C1C)C)O